C(C)(C)(C)OC(=O)N[C@H]1C[C@@H](CC1)COCC(=O)OC(C)(C)C tert-butyl 2-{[(1R,3R)-3-{[(tert-butoxy)carbonyl]amino}cyclopentyl]methoxy}acetate